ClC1=C(CNC2COC3(C2)CCN(CC3)C(=O)N3C[C@@H]2[C@@H](OCC(N2)=O)CC3)C=CC(=C1)F |r| rac-(4aR,8aS)-6-(3-((2-Chloro-4-fluorobenzyl)amino)-1-oxa-8-azaspiro[4.5]decane-8-carbonyl)hexahydro-2H-pyrido[4,3-b][1,4]oxazin-3(4H)-one